FC=1C=C(OC2=C(C(=O)N)C=CC(=C2)C(F)(F)F)C=CC1OC 2-(3-fluoro-4-methoxyphenoxy)-4-(trifluoromethyl)benzamide